5-(3-methoxy-4-oxidanyl-phenyl)dithiole-3-thione COC=1C=C(C=CC1O)C1=CC(SS1)=S